1-ethyl-1H-imidazo[4,5-c]pyridin C(C)N1C=NC=2C=NC=CC21